1,1-diphenyl-silacyclobutane Isopentyl-5-fluoro-3-(1-((1-(2-((4-isopropylphenyl)sulfonamido)ethyl)piperidin-4-yl)methyl)-1H-1,2,3-triazol-4-yl)-1H-indole-2-carboxylate C(CC(C)C)OC(=O)C=1NC2=CC=C(C=C2C1C=1N=NN(C1)CC1CCN(CC1)CCNS(=O)(=O)C1=CC=C(C=C1)C(C)C)F.C1(=CC=CC=C1)[Si]1(CCC1)C1=CC=CC=C1